C1(CC1)C1=NC(=NC=C1O)C=1N=NN(C1COC1OCCCC1)C 4-cyclopropyl-2-(1-methyl-5-(((tetrahydro-2H-pyran-2-yl)oxy)methyl)-1H-1,2,3-triazole-4-yl)pyrimidin-5-ol